C1(C2(CN3C=CC=C13)CCNCC2)N 3'H-spiro[piperidine-4,2'-pyrrolizin]-1'-amine